P(O)(=O)(OP(=O)(O)OP(=O)(O)O)OC[C@@H]1[C@H]([C@H]([C@@](O1)(N1C(=O)NC(=O)C=C1)F)O)O fluorouridine 5'-O-triphosphate